(2R,3R,4R,5R)-5-(6-benzamido-9H-purin-9-yl)-4-((tert-butyldimethylsilyl)oxy)-2-(((tert-butyldimethylsilyl)oxy)methyl)tetrahydrofuran-3-yl carbamate C(N)(O[C@@H]1[C@H](O[C@H]([C@@H]1O[Si](C)(C)C(C)(C)C)N1C2=NC=NC(=C2N=C1)NC(C1=CC=CC=C1)=O)CO[Si](C)(C)C(C)(C)C)=O